C#CCC but-1-yne